C(C)C1=NC(=NO1)C=1C=C2CC[C@H](C2=CC1)NC(=O)C1=NC=NC(=C1)C (R)-N-(5-(5-ethyl-1,2,4-oxadiazol-3-yl)-2,3-dihydro-1H-inden-1-yl)-6-methylpyrimidine-4-carboxamide